4-[(dimethylamino)methyl]-3-[[3-fluoro-2-(methylsulfamoylamino)-4-pyridinyl]methyl]-7-[(3-fluoro-2-pyridinyl)oxy]chromen-2-one CN(C)CC1=C(C(OC2=CC(=CC=C12)OC1=NC=CC=C1F)=O)CC1=C(C(=NC=C1)NS(NC)(=O)=O)F